N-Nonylpyridinium cyanide [C-]#N.C(CCCCCCCC)[N+]1=CC=CC=C1